C1=CC=CC=2C3=CC=CC=C3C(C12)COC(=O)N[C@H](CC(C)C)C(=O)N[C@@H](C)C(=O)O (((9H-fluoren-9-yl)methoxy)carbonyl)-D-leucinyl-L-alanine